5-fluoro-4-(8-fluoro-4-isopropyl-3,4-dihydro-2H-benzo[b][1,4]oxazin-6-yl)-N-(6-(piperidin-4-yl)pyridin-3-yl)pyrimidin-2-amine FC=1C(=NC(=NC1)NC=1C=NC(=CC1)C1CCNCC1)C1=CC2=C(OCCN2C(C)C)C(=C1)F